C(#N)C(NC(=O)[C@@H]1[C@H]2C([C@H]2CN1C([C@H](CC1CC1)NC=1C=NC=NC1)=O)(C)C)C1=NN=CC2=CC=CC=C12 (1R,2S,5S)-N-[cyano(phthalazin-1-yl)methyl]-3-[(2S)-3-cyclopropyl-2-(pyrimidin-5-ylamino)propanoyl]-6,6-dimethyl-3-azabicyclo[3.1.0]hexane-2-carboxamide